N1C(=CC=C1)C1=NC=C(C=O)C=C1 6-(1H-pyrrol-2-yl)nicotinaldehyde